propyl-3-methylimidazole trifluoroacetate salt FC(C(=O)O)(F)F.C(CC)C1=NC=CN1C